CC(=C[Si](OC)(OC)OC)C 2-methyl-1-propenyltrimethoxysilane